FCC(OCCOCC(F)(F)F)(F)F 1,2,2-trifluoro-2-(2-(2,2,2-trifluoroethoxy)ethoxy)ethane